1-(2-((2-(((1,1,1,3,3,3-Hexafluoropropan-2-yl)oxy)carbonyl)-2,8-diazaspiro[4.5]decan-8-yl)methyl)-5-(trifluoromethyl)phenyl)piperidine-4-carboxylic acid FC(C(C(F)(F)F)OC(=O)N1CC2(CC1)CCN(CC2)CC2=C(C=C(C=C2)C(F)(F)F)N2CCC(CC2)C(=O)O)(F)F